6-[3-(2,5-difluoroanilino)-7,8-dihydro-5H-1,6-naphthyridin-6-yl]-5-methyl-pyridine FC1=C(NC=2C=NC=3CCN(CC3C2)C2=C(C=CC=N2)C)C=C(C=C1)F